N1CCC(CC1)C1=CC=C(C=C1)CO (4-(piperidin-4-yl)phenyl)methanol